2-((4-bromobutyl)amino)-2-oxoacetyl chloride BrCCCCNC(C(=O)Cl)=O